C(C)(C)(C)OC(=O)N1CC=2C=CC(=NC2CC1C=C(C)C)Cl 2-chloro-7-(2-methylprop-1-en-1-yl)-7,8-dihydro-1,6-naphthyridine-6(5H)-carboxylic acid tert-butyl ester